(1S)-6-chloro-1-(cyclopropylmethyl)-2-[4-(trifluoromethyl)-1,3,5-triazin-2-yl]-2,3,4,9-tetrahydro-1H-pyrido[3,4-b]indole ClC=1C=C2C3=C(NC2=CC1)[C@@H](N(CC3)C3=NC=NC(=N3)C(F)(F)F)CC3CC3